ClC1=CC=C(S1)S(=O)(=O)NC=1C(=NC=C(C1)C=1C=C2C(=NC=NC2=CC1)N1CCN(CC1)C(=O)C1=CC(CCC1)=O)OC 5-chloro-N-(2-methoxy-5-(4-(4-(3-oxo-cyclohexane-1-en-1-carbonyl)piperazin-1-yl)quinazolin-6-yl)pyridin-3-yl)thiophene-2-sulfonamide